tert-butyl 4-[2-[4-[1-[4-(imidazo[1,5-a]pyridin-6-ylmethylcarbamoyl)-1-piperidyl]ethyl]-1-naphthyl]ethynyl]piperidine-1-carboxylate C=1N=CN2C1C=CC(=C2)CNC(=O)C2CCN(CC2)C(C)C2=CC=C(C1=CC=CC=C21)C#CC2CCN(CC2)C(=O)OC(C)(C)C